(S)-N-((3,3-difluorocyclobutyl)methyl)-5-(2-((1,1,1-trifluoropropan-2-yl)amino)-7H-pyrrolo[2,3-d]pyrimidin-5-yl)pyrazolo[1,5-a]pyridine-3-carboxamide FC1(CC(C1)CNC(=O)C=1C=NN2C1C=C(C=C2)C2=CNC=1N=C(N=CC12)N[C@H](C(F)(F)F)C)F